tert-butyl (3R,4R)-4-(4-fluoroanilino)-3-hydroxy-piperidine-1-carboxylate FC1=CC=C(N[C@H]2[C@@H](CN(CC2)C(=O)OC(C)(C)C)O)C=C1